6-(3,4-difluorophenyl)-1-[(5-fluoro-3-pyridinyl)methyl]-3-methyl-imidazo[4,5-b]pyridin-2-one FC=1C=C(C=CC1F)C=1C=C2C(=NC1)N(C(N2CC=2C=NC=C(C2)F)=O)C